delta-cyanovaleric acid C(#N)CCCCC(=O)O